(2-(3-chloro-4-nitrophenoxy)ethyl)carbamic acid tert-butyl ester C(C)(C)(C)OC(NCCOC1=CC(=C(C=C1)[N+](=O)[O-])Cl)=O